[N+](#[C-])CCOCCOCC[N+]#[C-] 1,2-BIS-(2-ISOCYANOETHOXY)-ETHANE